7-chloro-3-((4-hydroxy-1-(3-phenylpropyl)piperidin-4-yl)methyl)quinazolin-4(3H)-one ClC1=CC=C2C(N(C=NC2=C1)CC1(CCN(CC1)CCCC1=CC=CC=C1)O)=O